FC1=CC=C(C=C1)N1C(NC=C(C1=O)C(=O)NC1=CC(=C(C=C1)OC1=CC(=NC=2N1N=CC2)C2=CC=C(C=C2)OC)F)=O 3-(4-fluorophenyl)-N-(3-fluoro-4-((5-(4-methoxyphenyl)pyrazolo[1,5-a]pyrimidine-7-yl)oxy)phenyl)-2,4-dioxo-1,2,3,4-tetrahydropyrimidine-5-carboxamide